CN(CCNC(=O)NC1=CC=C(C=C1)C=1C=CC2=C(N(C=N2)C2=C(C=CC=C2)F)C1)C 1-(2-(dimethylamino)ethyl)-3-(4-(1-(2-fluorophenyl)-1H-benzo[d]imidazol-6-yl)phenyl)urea